C(#N)CCOP(O[C@H]1[C@@H](O[C@@H]([C@H]1O)CO)N1C=NC=2C(O)=NC=NC12)N(C(C)C)C(C)C 2'-O-{(2-cyanoethoxy)[bis(propan-2-yl)amino]phosphino}inosine